(1S,3S)-N-(7-chloro-6-(4-((3R,4R)-4-hydroxy-3-methyltetrahydrofuran-3-yl)piperazin-1-yl)isoquinolin-3-yl)-5-oxaspiro[2.5]octane-1-carboxamide ClC1=C(C=C2C=C(N=CC2=C1)NC(=O)[C@H]1C[C@]12COCCC2)N2CCN(CC2)[C@@]2(COC[C@@H]2O)C